8-chloro-3,4-dihydro-1H-pyrano[3,4-c]pyridin-4-ol ClC=1N=CC=C2C1COCC2O